(R)-benzyl 2-(((benzyloxy)carbonyl)amino)-3-(3-(4-ethyl-2-methyloxazol-5-yl)-5-fluorobenzamido)propanoate C(C1=CC=CC=C1)OC(=O)N[C@@H](C(=O)OCC1=CC=CC=C1)CNC(C1=CC(=CC(=C1)F)C1=C(N=C(O1)C)CC)=O